methyl 3-(4,4,5,5-tetramethyl-1,3,2-dioxaborolan-2-yl)-2,5-dihydro-1H-pyrrole-1-carboxylate CC1(OB(OC1(C)C)C=1CN(CC1)C(=O)OC)C